2,6-dichloro-5-methoxy-pyrimidin-4-amine ClC1=NC(=C(C(=N1)N)OC)Cl